O=C1NC(CCC1N1C(C2=CC=C(C=C2C1=O)C1CCN(CC1)C1CC(C1)OC1CCNCC1)=O)=O 2-(2,6-dioxopiperidin-3-yl)-5-[1-[(1r,3r)-3-(piperidin-4-yloxy)cyclobutyl]piperidin-4-yl]isoindole-1,3-dione